C(=O)C1=CN(C2=C(C=CC=C12)OC)C(=O)OC(C)(C)C tert-Butyl 3-formyl-7-methoxy-1H-indole-1-carboxylate